C(C)(C)(C)OC(=O)N1C[C@@H]2COC3=C(C(N2CC1)=O)C=C(C(=C3Cl)Br)OC (12aR)-9-bromo-10-chloro-8-methoxy-6-oxo-3,4,12,12a-tetrahydro-6H-pyrazino[2,1-C][1,4]benzooxazepine-2(1H)-carboxylic acid tert-butyl ester